2'-chloro-4'-fluoro-[1,1'-biphenyl]-4-sulfonamide ClC1=C(C=CC(=C1)F)C1=CC=C(C=C1)S(=O)(=O)N